1-tert-butyl 4-(3-methoxypyrazin-2-yl)piperazine-1-carboxylate COC=1C(=NC=CN1)N1CCN(CC1)C(=O)OC(C)(C)C